OCC=1C=CC2=C(NC(NC=3C2=CN(N3)C(C(=O)OCC)C(C)C)=O)C1 ethyl 2-(8-(hydroxymethyl)-5-oxo-5,6-dihydrobenzo[d]pyrazolo[4,3-f][1,3]diazepin-2(4H)-yl)-3-methylbutanoate